2-(2'-hydroxy-3',5'-dimethylphenyl)-5-chloro-benzotriazole OC1=C(C=C(C=C1C)C)N1N=C2C(=N1)C=CC(=C2)Cl